CC(CC(C(=O)C=1C=C2C=CN(C2=CC1)S(=O)(=O)C1=CC=C(C)C=C1)SC#N)C 4-methyl-2-thiocyano-1-(1-tosyl-1H-indol-5-yl)pentan-1-one